isotridecyl-allyl-amine C(CCCCCCCCCC(C)C)NCC=C